(R)-8-(4-(azetidine-3-carbonyl)-3-methylpiperazin-1-yl)-N-(1-cyanocyclopropyl)-3-(5-(difluoromethyl)-1,3,4-thiadiazol-2-yl)imidazo[1,5-a]pyridine-6-sulfonamide N1CC(C1)C(=O)N1[C@@H](CN(CC1)C=1C=2N(C=C(C1)S(=O)(=O)NC1(CC1)C#N)C(=NC2)C=2SC(=NN2)C(F)F)C